C(C1=CC=CC=C1)N1CC(CC1)C=1C=CC=2C(N(C3=CC=CC1C23)C2C(NC(CC2)=O)=O)=O 3-[5-(1-benzylpyrrolidin-3-yl)-2-oxo-benzo[cd]indol-1-yl]piperidine-2,6-dione